acryloyl-Oxypropyltrimethoxysilane C(C=C)(=O)OCCC[Si](OC)(OC)OC